S(CC(CS)SCCS)CC(CS)SCCS 3,3'-thiobis(2-((2-mercaptoethyl)thio)propane-1-thiol)